[N+](=O)([O-])C1=C(C=CC(=C1)C1=CC=C(C=C1)C(=O)O)C1=CC=C(C=C1)C(=O)O 2'-nitro-1,1':4',1''-terphenyl-4,4''-dicarboxylic acid